tert-Butyl 3-[[4-(3-cyanophenyl)-5-(2,6-dimethyl-4-pyridyl)thiazol-2-yl]carbamoyl]-3,6-diazabicyclo[3.1.1]heptane-6-carboxylate C(#N)C=1C=C(C=CC1)C=1N=C(SC1C1=CC(=NC(=C1)C)C)NC(=O)N1CC2N(C(C1)C2)C(=O)OC(C)(C)C